N-(4-((4-ethylpiperazin-1-yl)methyl)-3-(tri-fluoromethyl)phenyl)-4-methyl-3-((2-((1-methyl-1H-pyrazol-4-yl)amino)pyrimidin-4-yl)oxy)benzamide C(C)N1CCN(CC1)CC1=C(C=C(C=C1)NC(C1=CC(=C(C=C1)C)OC1=NC(=NC=C1)NC=1C=NN(C1)C)=O)C(F)(F)F